2-Methyl-2-(para-diethylaminophenyl)-2H-naphtho[1,2-b]pyran CC1(C=CC2=C(O1)C1=CC=CC=C1C=C2)C2=CC=C(C=C2)N(CC)CC